methyl 3-((2-(cyclopropylamino)ethyl)thio)-5-iodothiophene-2-carboxylate C1(CC1)NCCSC1=C(SC(=C1)I)C(=O)OC